O=C1NC(CCC1N1CC2=CC=C(C=C2C1=O)N1CC2(C1)CCN(CC2)C(=O)OC(C)(C)C)=O Tert-Butyl 2-[2-(2,6-dioxopiperidin-3-yl)-3-oxo-1H-isoindol-5-yl]-2,7-diazaspiro[3.5]nonane-7-carboxylate